BrC1=CC(=C(C(=C1)[N+](=O)[O-])NC1CC(C1)(O)C)Cl cis-3-[(4-bromo-2-chloro-6-nitrophenyl)amino]-1-methylcyclobutan-1-ol